1,3-dihydrospiro[indene-2,4'-piperidine]-6-ol N1CCC2(CC1)CC1=CC(=CC=C1C2)O